OC1=C2C(C=C(OC2=CC(=C1)OC)C1=CC=CC=C1)=O 5-Hydroxy-7-Methoxyflavone